3-(p-vinylbenzoyloxy)propylmethyldimethoxysilane C(=C)C1=CC=C(C(=O)OCCC[Si](OC)(OC)C)C=C1